N-ethyldiisopropylamine sulphur [S].C(C)N(C(C)C)C(C)C